N1(CCC1)C=1C2=C(N=C(N1)C)CN(C2)C(=O)OC2CN(C2)C2=CC(=NC(=C2)C)Cl 1-(2-Chloro-6-methylpyridin-4-yl)azetidin-3-yl 4-(azetidin-1-yl)-2-methyl-5,7-dihydro-6H-pyrrolo[3,4-d]-pyrimidine-6-carboxylate